7-bromo-4,6-dichloro-8-fluoroquinolin-2(1H)-one BrC1=C(C=C2C(=CC(NC2=C1F)=O)Cl)Cl